6-fluoro-4-hydroxy-5-methylquinolin-2(1H)-one FC=1C(=C2C(=CC(NC2=CC1)=O)O)C